C(CCCCCCCCCCCCCCCCCCC=CCC)(=O)O 20-Tricosenoic acid